C(C)OC[C@@]1(CN(CC1)C(C)(C)C=1C=NC(=CC1)C)CCN1C(NC=C1)=O (R)-1-(2-(3-(ethoxymethyl)-1-(2-(6-methylpyridin-3-yl)propan-2-yl)pyrrolidin-3-yl)ethyl)-1H-imidazol-2(3H)-one